6-chloro-2-(5-methoxypyrimidine-2-carbonyl)-7-methyl-1,2,3,4,5,7-hexahydro-8H-pyrrolo[2,3-c:4,5-c']dipyridin-8-one ClC=1N(C(C=C2C1NC1=C2CN(CC1)C(=O)C1=NC=C(C=N1)OC)=O)C